1-[3-acetyl-6-[5-[[6-[2-(1,1-diketo-1,4-thiazinan-4-yl)ethoxy]pyridazin-3-yl]amino]benzimidazol-1-yl]-2-pyridyl]-5-methyl-pyrazole-3-carbonitrile C(C)(=O)C=1C(=NC(=CC1)N1C=NC2=C1C=CC(=C2)NC=2N=NC(=CC2)OCCN2CCS(CC2)(=O)=O)N2N=C(C=C2C)C#N